6-[5-(difluoromethoxy)pyridin-2-yl]-1-[4-fluoro-2-(2,2,2-trifluoroethoxy)phenyl]-6,7-dihydro-1H-pyrrolo[3,4-b]pyridine-2,5-dione FC(OC=1C=CC(=NC1)N1CC=2N(C(C=CC2C1=O)=O)C1=C(C=C(C=C1)F)OCC(F)(F)F)F